O=C1NC(CCC1C1=NN(C2=CC(=CC=C12)N1CCN(CC1)CC1CCC(CC1)NC([O-])=O)C)=O [4-[[4-[3-(2,6-dioxo-3-piperidyl)-1-methyl-indazol-6-yl]piperazin-1-yl]methyl]cyclohexyl]carbamate